(R)-4-(7-(4-Chloro-3-(trifluoromethyl)benzoyl)-6-methyl-4-oxo-2-thioxo-1,2,5,6,7,8-hexahydropyrido[3,4-d]pyrimidin-3(4H)-yl)-N-methylpicolinamide ClC1=C(C=C(C(=O)N2CC=3NC(N(C(C3C[C@H]2C)=O)C2=CC(=NC=C2)C(=O)NC)=S)C=C1)C(F)(F)F